NCC1=CC(=CC(=N1)C1=C(C(=O)N(C(C)C)CC)C=C(C=C1)F)Cl 2-[6-(Aminomethyl)-4-chloropyridin-2-yl]-N-ethyl-5-fluoro-N-(isopropyl)benzamide